5-(4-((3-nitrobenzyl)oxy)phenyl)-2-oxo-6-(trifluoromethyl)-1,2-dihydropyridine-3-carboxamide [N+](=O)([O-])C=1C=C(COC2=CC=C(C=C2)C=2C=C(C(NC2C(F)(F)F)=O)C(=O)N)C=CC1